C(C(=C)C)(=O)OC methacrylic acid, methyl ester